C(CC)(=O)OCCN1C(NC=2N=C(N(C2C1=O)C1=CC=C(C=C1)Cl)C1=C(C=CC=C1)Cl)=O 2-[8-(2-chlorophenyl)-7-(4-chlorophenyl)-2,6-dioxo-3H-purin-1-yl]Ethyl propionate